CC1(CC=C(C1)C(C)O)C 1-(4,4-dimethylcyclopent-1-en-1-yl)ethan-1-ol